Methacryloyl-asparagine tert-butyl-(R)-(1-(5-fluoro-1-(phenylsulfonyl)-1H-indol-6-yl)ethyl)carbamate C(C)(C)(C)N(C(O)=O)[C@H](C)C1=C(C=C2C=CN(C2=C1)S(=O)(=O)C1=CC=CC=C1)F.C(C(=C)C)(=O)N[C@@H](CC(N)=O)C(=O)O